diethylene glycol di-tert-butyl ether C(C)(C)(C)OCCOCCOC(C)(C)C